2-(4-fluoro-2-iodophenyl)acetonitrile FC1=CC(=C(C=C1)CC#N)I